CC1=C(C=C(C=C1)N1CC2N(C(C1)C2)C(=O)OC(C)(C)C)C(N[C@H](C)C2=CC(=NC1=CC=CC=C21)C=2C=NN(C2)C)=O tert-butyl 3-(4-methyl-3-(((R)-1-(2-(1-methyl-1H-pyrazol-4-yl)quinolin-4-yl)ethyl)carbamoyl)phenyl)-3,6-diazabicyclo[3.1.1]heptane-6-carboxylate